2-Amino-7-fluoro-4-(5-fluoro-3-((2R,3R)-2-methyl-3-(4-methylpiperazin-1-yl)pyrrolidin-1-yl)-7,9-dihydrofuro[3,4-f]quinazolin-6-yl)thieno[3,2-c]pyridine-3-carbonitrile NC1=C(C=2C(=NC=C(C2S1)F)C=1C2=C(C=3C=NC(=NC3C1F)N1[C@@H]([C@@H](CC1)N1CCN(CC1)C)C)COC2)C#N